ClC=1C=CC2=C(C(CC(O2)C(=O)NC23CCC(CC2)(C3)C=3OC(=NN3)C3CC(C3)OC(F)(F)F)O)C1 6-chloro-4-hydroxy-N-(4-{5-[(1s,3s)-3-(trifluoromethoxy)cyclobutyl]-1,3,4-oxadiazol-2-yl}bicyclo[2.2.1]heptan-1-yl)-3,4-dihydro-2H-1-benzopyran-2-carboxamide